(1R)-(R)-10-camphorsulfonic acid [C@@]12(C(=O)C[C@@H](CC1)C2(C)C)CS(=O)(=O)O